C1(=CC=CC=C1)C=1N=C(N(C1)/N=C/C1=CC=CC=C1)N 4-phenyl-N(1)-[(E)-phenylmethylidene]-1H-imidazole-1,2-diamine